FC1=C(C(=CC(=C1)F)OCCOC)C=1C2=C(C(=NC1C1=NN3C(CN([C@@H](C3)C)C(=O)OC(C)(C)C)=C1)O)C=CS2 tert-butyl (6R)-2-[7-[2,4-difluoro-6-(2-methoxyethoxy)phenyl]-4-hydroxy-thieno[3,2-c]pyridin-6-yl]-6-methyl-6,7-dihydro-4H-pyrazolo[1,5-a]pyrazine-5-carboxylate